C[C@H]1CC(C(N(C1)C(=O)OC(C)(C)C)=O)C(=O)C1OCCCC1 tert-Butyl (5S)-5-methyl-2-oxo-3-(tetrahydropyran-2-carbonyl)piperidine-1-carboxylate